N1C=NC2=C1C=C(C=C2)NC2=N\C(\C(N2)=O)=C/C2=CC1=C(N=CS1)C=C2 (Z)-2-((1H-benzo[d]imidazol-6-yl)amino)-5-(benzo[d]thiazol-6-ylmethylene)-3,5-dihydro-4H-imidazol-4-one